tert-butyl 4-((4-((4-((1-(3,4-dichlorophenyl)-4-methyl-4,5-dihydro-1H-pyrazol-3-yl)amino)-4-oxobutyl)carbamoyl)piperazin-1-yl)methyl)piperidine-1-carboxylate ClC=1C=C(C=CC1Cl)N1N=C(C(C1)C)NC(CCCNC(=O)N1CCN(CC1)CC1CCN(CC1)C(=O)OC(C)(C)C)=O